N-(5-((6-((R)-3-(4-fluoro-3-(trifluoromethyl)phenyl)isoxazolidin-2-yl)pyrimidin-4-yl)amino)-4-methoxy-2-((S)-2-methylmorpholino)phenyl)acrylamide FC1=C(C=C(C=C1)[C@@H]1N(OCC1)C1=CC(=NC=N1)NC=1C(=CC(=C(C1)NC(C=C)=O)N1C[C@@H](OCC1)C)OC)C(F)(F)F